1,2-Diphytanylglycerol C(CC(C)CCCC(C)CCCC(C)CCCC(C)C)OCC(OCCC(C)CCCC(C)CCCC(C)CCCC(C)C)CO